5-((3-ethyl-1-methyl-1H-pyrazol-5-yl)methyl)-2-methyl-2H-1,2,3-triazol C(C)C1=NN(C(=C1)CC=1C=NN(N1)C)C